FC1(CN(CC1)C=1C=CC(=NC1)[N+](=O)[O-])F 5-(3,3-difluoropyrrolidin-1-yl)-2-nitropyridine